(3,5-dimethyl-4-((2'-oxospiro[cyclopropane-1,3'-indolin]-5'-yl)oxy)phenyl)-5-oxo-4,5-dihydro-1,2,4-oxadiazole-3-carboxamide CC=1C=C(C=C(C1OC=1C=C2C3(C(NC2=CC1)=O)CC3)C)N3C(=NOC3=O)C(=O)N